P(SCCCCCC)(SCCCCCC)SCCCCCC trihexyl trithiophosphite